3-(3-chloro-4-(difluoromethoxy)phenyl)-1,4,5,7-tetrahydropyrano[3,4-c]pyrazole ClC=1C=C(C=CC1OC(F)F)C=1C2=C(NN1)COCC2